C(C(C)C)OC1=CC2=C(C=3N(C(O2)C=2SC=CN2)C=C(C(C3)=O)C(=O)O)C=3CCOC31 4-isobutoxy-11-oxo-7-(thiazol-2-yl)-1,2,7,11-tetrahydrobenzofuro[4,5-e]pyrido[1,2-c][1,3]oxazine-10-carboxylic acid